COC1=C(C=C(C=C1)OC)NC(=O)N1CC([C@@H](C1)C)(C1=CC=C(C=C1)C)C=1SC=CN1 (4S)-N-(2,5-dimethoxyphenyl)-4-methyl-3-(thiazol-2-yl)-3-(p-tolyl)pyrrolidine-1-carboxamide